(E)-3-(2-(6-amino-5-carbamoyl-4'-sulfamoyl-[1,1'-biphenyl]-3-yl)vinyl)phenylbutyric acid NC1=C(C=C(C=C1C1=CC=C(C=C1)S(N)(=O)=O)/C=C/C=1C=C(C=CC1)C(C(=O)O)CC)C(N)=O